N-(4-Chlorophenyl)-5-(3-(piperidin-4-yloxy)phenyl)thiophene-2-carboxamide ClC1=CC=C(C=C1)NC(=O)C=1SC(=CC1)C1=CC(=CC=C1)OC1CCNCC1